CO\C=C(\C(=O)OC)/OC1=C(C=CC(=C1)C1/C(/CCC(C1)(C)C)=N/OC)C methyl (Z)-3-methoxy-2-[5-[(2E)-2-methoxyimino-5,5-dimethyl-cyclohexyl]-2-methyl-phenoxy]prop-2-enoate